ClC1=C(N=C(C(=N1)C(=O)OC)NC=1C=NC(=C(C1)C)N1CCOCC1)NC methyl 6-chloro-5-(methylamino)-3-[(5-methyl-6-morpholino-3-pyridyl)amino]pyrazine-2-carboxylate